FC(C1=C(C=CC(=C1)C(C(F)(F)F)(C(F)(F)F)F)NC(C1=C(C(=CC=C1)N(C(C1=CC=C(C=C1)C(F)(F)F)=O)CC1CC1)F)=O)(F)F N-[2-trifluoromethyl-4-(1,1,1,2,3,3,3-heptafluoropropan-2-yl)-phenyl]-3-[N-(cyclopropylmethyl)-4-trifluoromethylbenzamido]-2-fluorobenzamide